CN(C1CC(C1)OC1=C(C=C(C=C1)NC1=NC=CC(=N1)NC=1C=NC2=CC=C(C=C2C1)OC(F)(F)F)OC)C N2-(4-((1s,3s)-3-(dimethylamino)cyclobutoxy)-3-methoxyphenyl)-N4-(6-(trifluoromethoxy)quinolin-3-yl)pyrimidine-2,4-diamine